tert-butyl 4-(((3R,5S)-5-(((2-(2,6-dioxopiperidin-3-yl)-1,3-dioxoisoindolin-5-yl)oxy)methyl)-1-methylpyrrolidin-3-yl)oxy)piperidine-1-carboxylate O=C1NC(CCC1N1C(C2=CC=C(C=C2C1=O)OC[C@@H]1C[C@H](CN1C)OC1CCN(CC1)C(=O)OC(C)(C)C)=O)=O